1-(5-(5-methyl-1H-1,2,4-triazol-1-yl)pyridin-2-yl)ethanone Tert-butyl-((1s,4s)-4-(((2-aminophenyl)amino)methyl)cyclohexyl)carbamate C(C)(C)(C)N(C(O)=O)C1CCC(CC1)CNC1=C(C=CC=C1)N.CC1=NC=NN1C=1C=CC(=NC1)C(C)=O